methyl N-[5-[6-[(2-fluoro-4-methoxy-benzoyl)-methyl-amino]-8-methyl-imidazo[1,2-a]pyridin-3-yl]-2-pyridyl]carbamate FC1=C(C(=O)N(C=2C=C(C=3N(C2)C(=CN3)C=3C=CC(=NC3)NC(OC)=O)C)C)C=CC(=C1)OC